CN1N=C(C2=C1CCC2)N 1-Methyl-5,6-dihydro-4H-cyclopenta[c]pyrazol-3-amine